C(C)O[C@H]1CN(CC[C@@H]1OC1=CC(=CC=C1)OC(F)(F)F)C1=CC(N(C=2C=CC(=NC12)C#N)C)=O 8-((3S,4S)-3-ethoxy-4-(3-(trifluoromethoxy)phenoxy)piperidin-1-yl)-5-methyl-6-oxo-5,6-dihydro-1,5-naphthyridine-2-carbonitrile